OC1=CC=2C=CC3=CC(=C(C=C3C2C(=C1)C)O)C 2,6-Dihydroxy-4,7-dimethyl-phenanthrene